Methyl 4-(5-methoxy-6-nitro-1,3-benzoxazol-2-yl)cyclohexanecarboxylate COC=1C(=CC2=C(N=C(O2)C2CCC(CC2)C(=O)OC)C1)[N+](=O)[O-]